CC=1C=C(C=C(C1)C)[Si](OC)(OC)OC 3,5-Dimethylphenyltrimethoxysilane